(4-chlorophenyl)((1R,2R,4S)-4-phenyl-2-(pyridin-2-yl)bicyclo[2.1.1]hexan-1-yl)methanone ClC1=CC=C(C=C1)C(=O)C12[C@@H](CC(C1)(C2)C2=CC=CC=C2)C2=NC=CC=C2